5-(5-fluoro-2-((5-((4-isopropylpiperazin-1-yl)methyl)pyridin-2-yl)amino)pyrimidin-4-yl)-N,4-dimethylthiazol-2-amine FC=1C(=NC(=NC1)NC1=NC=C(C=C1)CN1CCN(CC1)C(C)C)C1=C(N=C(S1)NC)C